1-(2-bromo-4-methylnaphthalen-1-yl)-1H-pyrrole-2,5-dione BrC1=C(C2=CC=CC=C2C(=C1)C)N1C(C=CC1=O)=O